C(C)(=O)OC1=CCOC=C1 4(2H)-PYRANYL ACETATE